FC(C1=NC=C(C=N1)C1OCCOC1)(F)F [2-(trifluoromethyl)pyrimidin-5-yl]-1,4-dioxane